C(C)(C)(C)OC(=O)N1CC=2C(CC1)=NNC2C(CCC(=C)COS(=O)(=O)C)=O tert-butyl-3-(4-(((methylsulfonyl)-oxy)methyl)pent-4-enoyl)-6,7-dihydro-2H-pyrazolo[4,3-c]pyridine-5(4H)-carboxylate